benzyl (2S,4R)-4-fluoro-4-(methoxymethyl)-1-((4-phenoxybenzoyl)glycyl)pyrrolidine-2-carboxylate F[C@@]1(C[C@H](N(C1)C(CNC(C1=CC=C(C=C1)OC1=CC=CC=C1)=O)=O)C(=O)OCC1=CC=CC=C1)COC